ClC=1C(=CC2=C(C=C(C(O2)C(F)(F)F)C(=O)O)C1)Cl 6,7-dichloro-2-trifluoromethyl-2H-1-benzopyran-3-carboxylic acid